BrC=1C2=C(C=[N+](C1)[O-])N=CN2COCC[Si](C)(C)C 7-bromo-1-((2-(trimethylsilyl)ethoxy)methyl)-1H-imidazo[4,5-c]pyridine 5-oxide